C1(CC1)C=1C(=C(C=CC1)S(=O)(=NC)C=1N=NC2=CC=CC=C2C1C(=O)NCC(F)(F)C1=C(C=C(C=C1)C)C)F 3-[S-(3-cyclopropyl-2-fluorophenyl)-N-methylsulfonimidoyl]-N-[2-(2,4-dimethylphenyl)-2,2-difluoroethyl]cinnoline-4-carboxamide